(E)-3-ethoxyprop-2-enoate C(C)O/C=C/C(=O)[O-]